(tert-butoxycarbonyl)-7-(hydroxymethyl)-3'-methyl-2H-spiro[benzofuran-3,4'-piperidine]-6-carboxylic acid C(C)(C)(C)OC(=O)N1CC(C2(CC1)COC1=C2C=CC(=C1CO)C(=O)O)C